2-bromo-6,7-dihydro-5H-thieno[2,3-b][1,4]oxathiepine BrC1=CC2=C(OCCCS2)S1